octaethylenenonaamine NCCNCCNCCNCCNCCNCCNCCNCCN